1-(oxetan-3-yl)-2-oxo-1,2-dihydropyridine-3-carboxylic acid O1CC(C1)N1C(C(=CC=C1)C(=O)O)=O